6-methyl-2-(methylsulfonyl)-2,4,6,7-tetrahydro-5H-pyrazolo[4,3-c]Pyridine-5-carboxylic acid tert-butyl ester C(C)(C)(C)OC(=O)N1CC=2C(CC1C)=NN(C2)S(=O)(=O)C